ClC1=CNC2=C(C=CC(=C12)Cl)C1=C(C=CC(=C1)C1(COC1)N1CCN(CC1)C(C(F)(F)F)=O)S(=O)(=O)N (3,4-dichloro-1H-indol-7-yl)-4-(3-(4-(2,2,2-trifluoroacetyl)piperazin-1-yl)oxetan-3-yl)benzenesulfonamide